NC1=NC(=NC=C1)S 4-Amino-2-sulfanylpyrimidine